ClC1=CC=C(C=C1)/C=C/C(C(=O)[O-])(F)F (E)-4-(4'-chlorophenyl)-2,2-difluoro-3-butenoate